NC1=C(C=C(C=C1)N1C(CC(CC1)N(C)C)=O)F 1-(4-amino-3-fluorophenyl)-4-(dimethylamino)-2-piperidinone